C(C=C)(=O)OCCCS(=O)(=O)O 3-(acryloxy)propanesulfonic acid